6-(4-(4-Cyanophenyl)-5-hydroxy-3-methyl-1H-pyrazol-1-yl)-4-methylnicotinic acid C(#N)C1=CC=C(C=C1)C=1C(=NN(C1O)C1=NC=C(C(=O)O)C(=C1)C)C